CC(C(O)C1=CC=CC=C1)C(C)O 2-methyl-1-phenyl-1,3-butanediol